C(C)(C)(C)C=1C=C(C=C(C1O)C(C)(C)C)CCC(=O)O [3-(3,5-di-t-butyl-4-hydroxyphenyl)]propanoic acid